2-chloro-5-difluoromethyl-8-iodo-pyrido[4,3-d]pyrimidine ClC=1N=CC2=C(N1)C(=CN=C2C(F)F)I